NC1=C2C(=NC(=N1)C1=CC=C(C=C1)OC(F)(F)F)NN=C2NC2=CC=CC=C2 4-amino-3-phenylamino-6-[4-(trifluoromethoxy)-phenyl]pyrazolo[3,4-d]pyrimidine